NC=1C=C(C=CC1)S(=O)(=O)NC(=O)C=1C(=NC(=CC1)C(C)(C)C)C1=C(C=C(C=C1)C)C N-(3-Aminophenyl)sulfonyl-6-tert-butyl-2-(2,4-dimethylphenyl)pyridin-3-carboxamid